C(CC(=O)OCC)(=O)OC(C)C1=CCC(C1)(C)C 1-(4,4-dimethyl-1-cyclopenten-1-yl)ethyl ethyl malonate